CN1N=CC=2C1=NC(=CC2N2CC=1C=CC(=NC1[C@H](C2)C)OC2CCNCC2)C (8S)-6-(1,6-dimethylpyrazolo[3,4-b]pyridin-4-yl)-8-methyl-2-(4-piperidinyloxy)-7,8-dihydro-5H-1,6-naphthyridine